C(C)C(C(=O)[O-])(C(=O)[O-])CC.C(C)C(C(=O)[O-])(C(=O)[O-])CC.C(C)C(C(=O)[O-])(C(=O)[O-])CC.C(C)C(C(=O)[O-])(C(=O)[O-])CC.[Zr+4].FC1=C(C=CC(=C1F)C1=CC(=C(C(=C1)F)F)F)C1(CCC(CC1)C1OCC(CO1)CCC)O.[Zr+4] 1-[2,3-difluoro-4-(3,4,5-trifluorophenyl)phenyl]-4-(5-propyl-1,3-dioxan-2-yl)cyclohexanol zirconium tetra(diethylmalonate)